P(=O)(O)(O)OC[C@@H]1[C@H](C[C@@H](O1)N1C(=O)NC(=O)C(C)(C1O)O)O 5,6-dihydroxythymidine monophosphate